N-(5-(trans-3-(4-(trifluoromethyl)phenyl)cyclobutoxy)-1H-indol-3-yl)isonicotinamide FC(C1=CC=C(C=C1)[C@@H]1C[C@H](C1)OC=1C=C2C(=CNC2=CC1)NC(C1=CC=NC=C1)=O)(F)F